C(C1=CC=CC=C1)C(C(=O)OC[C@H](NC1=CC=C(C=C1)C)CO)(C(CC=C(F)F)(C)C)N1C(C2=CC=CC=C2C1=O)=O p-methyl-Phenylserinol Benzyl-2-(1,3-dioxoisoindolin-2-yl)-6,6-difluoro-3,3-dimethylhex-5-enoate